4-(2,3-Dihydro-1H-pyrrolo[2,3-b]pyridin-5-yl)-5-[4-[(3S)-1-(3-fluoropropyl)pyrrolidin-3-yl]oxyphenyl]-2,3-dihydro-1-benzothiepin-8-ol N1CCC=2C1=NC=C(C2)C=2CCSC1=C(C2C2=CC=C(C=C2)O[C@@H]2CN(CC2)CCCF)C=CC(=C1)O